FC(C=1C=C2C(=CN=NC2=C(C1)C(F)(F)F)N[C@H](C)C1=NC=NN1C1=CC=C(C=N1)C#N)(F)F 6-[5-[(1R)-1-[[6,8-bis(trifluoromethyl)cinnolin-4-yl]amino]ethyl]-1,2,4-triazol-1-yl]pyridine-3-carbonitrile